6,8-Diamino-5-(piperazin-1-yl)-2,3-dihydro-1,4-benzodioxine NC1=C(C2=C(OCCO2)C(=C1)N)N1CCNCC1